tert-butyl (2S)-2-ethyl-4-hydroxy-6-oxopiperidine-1-carboxylate C(C)[C@@H]1N(C(CC(C1)O)=O)C(=O)OC(C)(C)C